N-[2-(6-bromo-5-methyl-2-pyridyl)-2-(1-methylpyrazol-4-yl)propyl]-5-(2,4-difluorophenyl)isoxazole-3-carboxamide BrC1=C(C=CC(=N1)C(CNC(=O)C1=NOC(=C1)C1=C(C=C(C=C1)F)F)(C)C=1C=NN(C1)C)C